CNCC1=CC=NC=C1 N-methyl-N-(4-picolyl)amine